1-[2-Hydroxy-4-(methoxymethoxy)phenyl]-3-[4-(methoxymethoxy)-3-(3-methylbut-2-enyl)phenyl]prop-2-en-1-one OC1=C(C=CC(=C1)OCOC)C(C=CC1=CC(=C(C=C1)OCOC)CC=C(C)C)=O